FC(C1=NN=C(O1)C1=CC(=C(CN2C(N(C3=C2C=CC=C3)C3CN(C3)C)=O)C=C1)F)F 1-(4-(5-(difluoromethyl)-1,3,4-oxadiazole-2-yl)-2-fluorobenzyl)-3-(1-methylazetidine-3-yl)-1,3-dihydro-2H-benzo[d]imidazole-2-one